7-chloro-3-(2-chloro-3-(pyridine-4-yl)phenyl)pteridine-2,4(1H,3H)-dione ClC1=CN=C2C(N(C(NC2=N1)=O)C1=C(C(=CC=C1)C1=CC=NC=C1)Cl)=O